(+/-)-3-Aminopyrrolidine dihydrochloride C1CNCC1N.Cl.Cl